ethyl 2-(aminomethyl)-4,4,4-trifluorobutanoate NCC(C(=O)OCC)CC(F)(F)F